1-((2-isocyano-4-(p-tolyl)pent-4-en-2-yl)sulfonyl)-4-methylbenzene [N+](#[C-])C(C)(CC(=C)C1=CC=C(C=C1)C)S(=O)(=O)C1=CC=C(C=C1)C